1-benzyl-3,3-dimethyl-5,6-dihydro-1H-pyrrolo[2,3-d]pyridazine-2,4,7(3H)-trione C(C1=CC=CC=C1)N1C(C(C2=C1C(NNC2=O)=O)(C)C)=O